(R)-2-amino-4-pentynic acid N[C@@H](C(=O)O)CC#C